ClC1=CC=2C(C3=CC=CC=C3C2C=C1)(C(=O)N1[C@H]2CC([C@@H]([C@@H]1C(=O)N[C@H](C[C@H]1C(NCCC1)=O)C#N)CC2)(F)F)O (1R,3R,4R)-2-(2-chloro-9-hydroxy-9H-fluorene-9-carbonyl)-N-((R)-1-cyano-2-((S)-2-oxopiperidin-3-yl)ethyl)-5,5-difluoro-2-azabicyclo[2.2.2]octane-3-carboxamide